4-((5-Chloro-4-(methylamino)pyrimidin-2-yl)amino)-3-methoxybenzoic acid ClC=1C(=NC(=NC1)NC1=C(C=C(C(=O)O)C=C1)OC)NC